(E)-1-(2-(5-(3,4-difluorophenyl)-1H-imidazol-2-yl)piperidin-1-yl)-2-methylbut-2-en-1-one FC=1C=C(C=CC1F)C1=CN=C(N1)C1N(CCCC1)C(\C(=C\C)\C)=O